FC(C(=O)O)(F)F.NC1CCN(CC1)C(COC1=CC(=C(C=C1)Cl)F)=O 1-(4-aminopiperidin-1-yl)-2-(4-chloro-3-fluorophenoxy)ethan-1-one trifluoroacetate salt